C(C)N(C(=O)N1CCC(CC1)C(=O)C1=CC=C2C=CN(C2=C1)C)C1=CC=C(C=C1)F 6-{1-[Ethyl-(4-fluoro-phenyl)-carbamoyl]-piperidin-4-carbonyl}-1-methyl-1H-indol